C1(CC1)C(=O)N1CCN(CC1)C1=NC(=CC(=C1)C(=O)O)NC1CC2(C1)CCC2 2-[4-(Cyclopropanecarbonyl)piperazin-1-yl]-6-(spiro[3.3]heptan-2-ylamino)pyridine-4-carboxylic acid